N-((1S,4S)-4-Hydroxycyclohexyl)-3-((6-(3-methylisoxazol-4-yl)-1-oxoisoquinolin-2(1H)-yl)methyl)benzamide OC1CCC(CC1)NC(C1=CC(=CC=C1)CN1C(C2=CC=C(C=C2C=C1)C=1C(=NOC1)C)=O)=O